CC1(C(N(OC1)CC1=CC=C(C=C1)C1=NOC(=N1)C(F)(F)F)=O)C 4,4-dimethyl-2-[[4-[5-(trifluoro-methyl)-1,2,4-oxadiazol-3-yl]phenyl]methyl]isoxazolidin-3-one